S1C=CC2=C1C=CC=C2C2=CC=C1C(=NC(=NC1=C2)OCC21CCCN1CCC2)N2C[C@@H](N(CC2)C(C(=C)F)=O)CC#N (S)-2-(4-(7-(benzothien-4-yl)-2-((tetrahydro-1H-pyrrolizin-7a(5H)-yl)methoxy)quinazolin-4-yl)-1-(2-fluoroacryloyl)piperazin-2-yl)acetonitrile